1,5,8,12-tetrakis[2,4-bis(N-butyl-N-(2,2,6,6-tetramethyl-4-piperidyl)amino)-s-triazine-6-yl]-1,5,8,12-tetra-azadodecane C(CCC)N(C1CC(NC(C1)(C)C)(C)C)C1=NC(=NC(=N1)N(CCCC)C1CC(NC(C1)(C)C)(C)C)NCCCN(CCN(CCCNC1=NC(=NC(=N1)N(CCCC)C1CC(NC(C1)(C)C)(C)C)N(CCCC)C1CC(NC(C1)(C)C)(C)C)C1=NC(=NC(=N1)N(CCCC)C1CC(NC(C1)(C)C)(C)C)N(CCCC)C1CC(NC(C1)(C)C)(C)C)C1=NC(=NC(=N1)N(CCCC)C1CC(NC(C1)(C)C)(C)C)N(CCCC)C1CC(NC(C1)(C)C)(C)C